C1(=CC=CC=C1)C=1N=C(SC1)N/N=C/C1=C(C=CC=C1)C(=O)O (E)-4-phenyl-2-(2-carboxybenzylidenehydrazino)thiazole